AzidoHomoalanine tert-butyl-3-(4-methyl-1-piperidyl)piperidine-1-carboxylate C(C)(C)(C)C1N(CCCC1N1CCC(CC1)C)C(=O)O.N[C@@H](CCN=[N+]=[N-])C(=O)O